CN(C(CCSC)=O)C1=C(N=C(S1)C=1C=NC=CC1)C N-methyl-N-[4-methyl-2-(3-pyridyl)thiazol-5-yl]-3-methylsulfanyl-propionamide